FC=1C(=CC(=NC1)NC1=CC=C2C=CNC2=C1)NC1=CC=C2C=CNC2=C1 5-fluoro-N2,N4-bis(1H-indol-6-yl)pyridine-2,4-diamine